6'-chloro-1'-(2-(1,1-difluoroethyl)-6-ethylpyrimidin-4-yl)-1',2'-dihydrospiro[cyclopropane-1,3'-pyrrolo[3,2-c]pyridine] ClC1=CC2=C(C=N1)C1(CN2C2=NC(=NC(=C2)CC)C(C)(F)F)CC1